5-((4-(benzylamino)-5-methylpyrimidin-2-yl)amino)benzo[c][1,2]oxaborol-1(3H)-ol C(C1=CC=CC=C1)NC1=NC(=NC=C1C)NC1=CC2=C(B(OC2)O)C=C1